FC(C1CN(C1)C1=NC=C(C=N1)[N+](=O)[O-])F 2-(3-(difluoromethyl)azetidin-1-yl)-5-nitropyrimidine